3-((R)-3-(2-((R)-1-hydroxyethyl)imidazo[4,5-d]pyrrolo[2,3-b]pyridin-1(6H)-yl)pyrrolidin-1-yl)propionitrile O[C@H](C)C1=NC=2C(=C3C(=NC2)NC=C3)N1[C@H]1CN(CC1)CCC#N